FC1=C(C=C(C=C1)[C@@H](C#N)O)OC1=CC=CC=C1 (alphaS)-4-fluoro-alpha-hydroxy-3-phenoxy-phenylacetonitrile